NC1=C2C(=NC=N1)N(N=C2N2C(=CC1=CC=CC=C21)C(=O)NOCC)C(C)(C)C (4-amino-1-tert-butyl-pyrazolo[3,4-d]pyrimidin-3-yl)-N-ethoxy-1H-indole-2-carboxamide